8-methyl-3,4-dihydro-2H-chromen-4-one CC=1C=CC=C2C(CCOC12)=O